(3aR,6aS)-tetrahydro-1H-cyclopenta[c]furan-5(3H)-one C1OC[C@H]2[C@@H]1CC(C2)=O